C1=CC=C(C=2OC3=C(C21)C=CC=C3)C3=NC2=C(N3C3=C(C=C(C=C3C(C)C)C3=CC=CC=C3)C(C)C)C=CC=C2 2-(dibenzo[B,d]furan-4-yl)-1-(3,5-diisopropyl-[1,1'-biphenyl]-4-yl)-1H-benzo[d]imidazole